C(CCC)OC(\C=C\C)=O Butylcrotonat